(4aR,8aS)-6-[3-[4-(2,2,2-Trifluoro-1,1-dimethyl-ethoxy)phenyl]azetidine-1-carbonyl]-4,4a,5,7,8,8a-hexahydropyrido[4,3-b][1,4]oxazin-3-one FC(C(OC1=CC=C(C=C1)C1CN(C1)C(=O)N1C[C@@H]2[C@@H](OCC(N2)=O)CC1)(C)C)(F)F